CN1C(=NC=C1)CN1C[C@H](CC1)N1C(N(C=2C1=NC=CC2)C=2C=CC(=NC2)C2=CC=C(C(=O)OC)C=C2)=O Methyl (S)-4-(5-(3-(1-((1-methyl-1H-imidazol-2-yl)methyl)pyrrolidin-3-yl)-2-oxo-2,3-dihydro-1H-imidazo[4,5-b]pyridin-1-yl)pyridin-2-yl)benzoate